5-chloro-2-hydroxy-6-methyl-4-phenylpyridine-3-carbonitrile ClC=1C(=C(C(=NC1C)O)C#N)C1=CC=CC=C1